1-(4-bromobenzyl)-4-fluoro-1H-indole-7-carboxylic acid BrC1=CC=C(CN2C=CC3=C(C=CC(=C23)C(=O)O)F)C=C1